(R)-4-(2-bromo-4-fluorophenyl)-6-methyl-2-(thiazol-2-yl)-1,4-dihydropyrimidine-5-carboxylic acid ethyl ester C(C)OC(=O)C=1[C@@H](N=C(NC1C)C=1SC=CN1)C1=C(C=C(C=C1)F)Br